NCCCOC=1C=NC=CC1C1=C(C=2C(NCC(C2N1)CCC=O)=O)NC1=C(C(=CC=C1)F)OC 3-[2-[3-(3-aminopropoxy)-4-pyridinyl]-3-(3-fluoro-2-methoxy-anilino)-4-oxo-1,5,6,7-tetrahydropyrrolo[3,2-c]pyridin-7-yl]propanal